4-(4,4-difluoro-1-piperidinyl)-6,7-dimethyl-2-((2S)-2-(1-methyl-1H-pyrazol-4-yl)-4-morpholinyl)pteridine ethyl-2-[3-(2-bromoacetyl)chroman-8-yl]acetate C(C)OC(CC=1C=CC=C2CC(COC12)C(CBr)=O)=O.FC1(CCN(CC1)C1=NC(=NC2=NC(=C(N=C12)C)C)N1C[C@@H](OCC1)C=1C=NN(C1)C)F